FC1=C(CN2C(C3=NC=CC=C3C2=O)([2H])[2H])C(=CC(=C1)C=1C2=CN(N=C2C(=CC1)OCCOC)C([2H])([2H])[2H])F 6-(2,6-difluoro-4-(7-(2-methoxyethoxy)-2-(methyl-d3)-2H-indazol-4-yl)benzyl)-6,7-dihydro-5H-pyrrolo[3,4-b]pyridin-5-one-7,7-d2